C[C@H]1COCCN1C=1C=CC(=NC1)NC1=NC=NC(=C1)NC1=C(C=CC=C1)S(=O)(=O)C (S)-N4-(5-(3-methylmorpholino)pyridin-2-yl)-N6-(2-(methylsulfonyl)phenyl)pyrimidine-4,6-diamine